(2R,3S)-2,2'-bis-diphenylphosphino-1,1'-binaphthyl C1(=CC=CC=C1)P(C1=C(C2=CC=CC=C2C=C1)C1=C(C=CC2=CC=CC=C12)P(C1=CC=CC=C1)C1=CC=CC=C1)C1=CC=CC=C1